2-methyl-7-nitro-1,2,3,4-tetrahydroisoquinoline CN1CC2=CC(=CC=C2CC1)[N+](=O)[O-]